(cis)-1-benzyloctahydro-1H-pyrido[3,4-b][1,4]oxazine hydrochloride Cl.C(C1=CC=CC=C1)N1[C@@H]2[C@H](OCC1)CNCC2